C[Si](C)(C)C#CC1(CSC1)O 3-((trimethylsilyl)ethynyl)thietane-3-ol